C1(CC2C(CC1)O2)CCCCCCCC[Si](OCC)(OCC)OCC 8-(3,4-epoxycyclohexyl)octyltriethoxysilane